C(C)(=O)N1CCC(CC1)C(=O)NC=1C=C2CN(CC2=C(C1)C1=CC=CC=C1)C#N 1-acetyl-N-(2-cyano-7-phenylisoindolin-5-yl)piperidine-4-carboxamide